2,5-Dimethoxy-2,5-Dihydro-Furan COC1OC(C=C1)OC